ClC1=C(C(=O)NCCNC(OC(C)(C)C)=O)C=CC(=C1OC)OC tert-butyl (2-(2-chloro-3,4-dimethoxybenzamido)ethyl)carbamate